1-vinylimidazole tetrafluoroborate salt F[B-](F)(F)F.C(=C)N1C=NC=C1